ClC1=C2C(=CNC2=C(C=C1)N1CCC(CC1)NC(C1=CC=C(C=C1)N1CCC(CC1)C(OCCCC)OCCCC)=O)C#N N-[1-(4-chloro-3-cyano-1H-indol-7-yl)piperidin-4-yl]-4-[4-(dibutoxymethyl)piperidin-1-yl]benzamide